C(CCCCCCCCCCCCC)(=O)OC(C)(CC)CC diethyl-ethyl myristate